FC1(C[C@@H](N(C1)C(=O)OC(C)(C)C)COS(=O)(=O)C)F tert-butyl (2R)-4,4-difluoro-2-{[(methylsulfonyl)oxy]methyl}pyrrolidine-1-carboxylate